Dimethyl (2-allyl-1,2-dihydroisoquinolin-1-yl)phosphonate C(C=C)N1C(C2=CC=CC=C2C=C1)P(OC)(OC)=O